4-(5-ethoxy-2,8-dimethyl-3-(1,3,4-oxadiazole-2-yl)-1,4-dihydro-1,6-naphthyridine-4-yl)-3-methoxybenzonitrile C(C)OC1=C2C(C(=C(NC2=C(C=N1)C)C)C=1OC=NN1)C1=C(C=C(C#N)C=C1)OC